COC1(C(C(=C(C=C1)OC)OC)OC)N=C=S 1,2,3,4-tetramethoxyphenyl isothiocyanate